N12CCN(C(CC1)CC2)C=2C=CC1=C(S(C3=C1C=CC=C3N(C)CCF)(=O)=O)C2 3-(1,4-diazabicyclo[3.2.2]nonan-4-yl)-6-((2-fluoroethyl)(methyl)amino)dibenzo[b,d]thiophene 5,5-dioxide